CN1C(C2(C3=C4C(=NC=C31)N(C=C4)S(=O)(=O)C4=CC=CC=C4)CCCCC2)=O 6'-methyl-3'-(phenylsulfonyl)-3',6'-dihydro-7'H-spiro[cyclohexane-1,8'-dipyrrolo[2,3-b:3',2'-d]pyridin]-7'-one